NC1=NC(=NC=C1F)N1C[C@@H]2[C@H](C1)CC(C2)C(=O)N2N=CC[C@H]2C2=CC(=CC(=C2)F)F ((3aR,5S,6aS)-2-(4-amino-5-fluoropyrimidin-2-yl)octahydrocyclopenta[c]pyrrol-5-yl)((S)-5-(3,5-difluorophenyl)-4,5-dihydro-1H-pyrazol-1-yl)methanone